CN(O)C1=NC(=NC(=N1)NCCC)NCC#C N-Methyl-N-(4-n-propylamino-6-prop-2-ynylamino-[1,3,5]triazin-2-yl)-hydroxylamine